N[C@@H](C)C(=O)N1C[C@]([C@H](C1)C1C(C)B1)(C(=O)O)N (3R,4S)-1-(L-alanyl)-3-amino-4-(3-boranopropyl)pyrrolidine-3-carboxylic acid